2'-Chloro-5'-methoxy-6-methyl-N-(5-(5-methyl-picolinyl)-5,6-dihydro-4H-pyrrolo[3,4-d]thiazol-2-yl)-[4,4'-bipyridine]-3-carboxamide ClC1=NC=C(C(=C1)C1=C(C=NC(=C1)C)C(=O)NC=1SC2=C(N1)CN(C2)CC2=NC=C(C=C2)C)OC